dichloroquinoline-8-amide ClC=1C(=NC2=C(C=CC=C2C1)C(=O)N)Cl